C(#N)C=1C(=NC(=C(C1CC)C#N)N1C[C@H](CC1)O)S[C@@H](C(=O)N)C1=CC=C(C=C1)OC (R)-2-((3,5-dicyano-4-ethyl-6-((S)-3-hydroxypyrrolidin-1-yl)pyridin-2-yl)thio)-2-(4-methoxyphenyl)acetamide